C1N[C@@H](C[C@H]2CCCC[C@@H]12)C(=O)OC Methyl (3S,4aR,8aR)-decahydroisoquinoline-3-carboxylate